NC1=C(C(NC2=C(C=CC=C12)C=1C=NC(=CC1)CO)=O)C(=O)NCCC 4-Amino-8-[6-(hydroxymethyl)-3-pyridyl]-2-oxo-N-propyl-1H-quinoline-3-carboxamide